NC1=C(C(=NN1C1(CCOCC1)C(F)(F)F)C1=CC=C(C=C1)Br)C#N 5-Amino-3-(4-bromophenyl)-1-[4-(trifluoromethyl)tetrahydropyran-4-yl]pyrazole-4-carbonitrile